trans-4-cyano-4'-(4-pentylcyclohexyl)biphenyl C(#N)C1=CC=C(C=C1)C1=CC=C(C=C1)[C@@H]1CC[C@H](CC1)CCCCC